Dimethyldinitrobutane CC(C(C)([N+](=O)[O-])C)(C)[N+](=O)[O-]